P-(methoxymethyl)phosphonamidate COCP([O-])(=O)N